4-(3-benzyloxycyclobutyl)-3-methyl-1-(2-trimethylsilylethoxymethyl)benzimidazol-2-one C(C1=CC=CC=C1)OC1CC(C1)C1=CC=CC=2N(C(N(C21)C)=O)COCC[Si](C)(C)C